ClC1=CC=2C3(C4=CC(=CC=C4C2C=C1)C1=CC=CC=C1)C1CC2CC(CC3C2)C1 2'-chloro-7'-phenylspiro[adamantane-2,9'-fluorene]